BrC=1C=CC=2C(C(C3=CC=CC=C3C2C1)OC)OC 3-bromo-9,10-dimethoxy-9,10-dihydrophenanthrene